CC1(OB(OC1(C)C)C1=CC=C(S1)CN1CCOCC1)C 4-[[5-(4,4,5,5-tetramethyl-1,3,2-dioxaborolan-2-yl)-2-thienyl]methyl]morpholine